(3,5-dichloro-2-methyl-4-pyridinyl)ethanol ClC=1C(=NC=C(C1C(C)O)Cl)C